S1C(=CC2=C1C=CC=C2)NC(=O)C21CC3(CC(CC(C2)C3)(C1)C)C N-(1-benzothien-2-yl)-3,5-dimethyladamantane-1-carboxamide